ClC1=C(C(=CC=C1)Cl)NC1=C(C=CC=C1)CC(=O)O 2-[(2,6-dichlorophenyl)amino]phenylacetic acid